O=C1NC(CCC1N1C(C2=CC=CC(=C2C1=O)NCCCCCO)=O)=O 2-(2,6-dioxopiperidin-3-yl)-4-((5-hydroxypentyl)amino)isoindoline-1,3-dione